C(CCC)C1(NS(C=2C(C1)N(C=C(C2O/C(=C/C(=O)O)/C)SC)C2=CC=CC=C2)(=O)=O)CCCC (E)-3-((3,3-dibutyl-7-(methylsulfanyl)-1,1-dioxido-5-phenyl-2,3,4,5-tetrahydro-1,2,5-benzothiadiazin-8-yl)oxy)but-2-enoic acid